CN1CCC(CC1)OC=1C=C2CCN(CC2=CC1)[C@@H]1COCC1 (S)-6-((1-Methylpiperidin-4-yl)oxy)-N-(tetrahydrofuran-3-yl)-1,2,3,4-tetrahydroisoquinolin